2-(((R)-2-(3-Fluorophenyl)-2-hydroxyethyl)amino)propan FC=1C=C(C=CC1)[C@H](CNC(C)C)O